6-(2,2-difluoroethoxy)picolinamide FC(COC1=CC=CC(=N1)C(=O)N)F